N1CC(C1)CN(C(OCC1C2=CC=CC=C2C=2C=CC=CC12)=O)C(CO)CO (9H-fluoren-9-yl)methyl (azetidin-3-ylmethyl)(1,3-dihydroxypropan-2-yl)carbamate